O1C(=CC=C1)C(=O)[O-].O1C(=CC=C1)C(=O)[O-].O1C(=CC=C1)C(=O)[O-].C1(=C(C(=CC(=C1)C)C)[I+]C1=CC=C(C=C1)C)C.C1(=C(C(=CC(=C1)C)C)[I+]C1=CC=C(C=C1)C)C.C1(=C(C(=CC(=C1)C)C)[I+]C1=CC=C(C=C1)C)C Mesityl-(p-tolyl)Iodonium trifurate